C(C=C)C1=CC(=C(OCC(=O)N(CC=2SC=CC2)C2=CC=CC=C2)C=C1)OC 2-(4-allyl-2-methoxyphenoxy)-N-phenyl-N-(thiophen-2-ylmethyl)acetamide